trifluoromethanesulfonylguanidine FC(S(=O)(=O)NC(=N)N)(F)F